CN(C1=CC=C(C=N1)N1C(NC=2C1=NC=CC2)=O)C 3-(6-(dimethylamino)pyridin-3-yl)-1H-imidazo[4,5-b]pyridin-2(3H)-one